P(=O)(OC1=C2C(=CNC2=CC=C1)C[C@@H]1NCCC1)(O)O (R)-3-(pyrrolidin-2-ylmethyl)-1H-indol-4-yl dihydrogen phosphate